ClC=1C=CC2=C(C=C(O2)C(C(=O)N[C@@H]([C@H](O)C=2OC3=C(C2)C=C(C=C3)Cl)CN3CCCC3)(F)F)C1 2-(5-chlorobenzofuran-2-yl)-N-((1s,2r)-1-(5-chlorobenzofuran-2-yl)-1-hydroxy-3-(pyrrolidin-1-yl)propan-2-yl)-2,2-difluoroacetamide